FCCOC1=CC=C(C=N1)N1N=C(C(=C1)CNCC1=CC=C(C=C1)OC)C(=O)O 1-(6-(2-fluoroethoxy)pyridin-3-yl)-4-(((4-methoxybenzyl)amino)methyl)-1H-pyrazole-3-carboxylic acid